(2S,3R)-p-methylsulfonylbenzylserine calcium salt [Ca+2].CS(=O)(=O)C1=CC=C(CN[C@@H](CO)C(=O)[O-])C=C1.CS(=O)(=O)C1=CC=C(CN[C@@H](CO)C(=O)[O-])C=C1